N-methyl-3-phenyl-3-[(benzo[d][1,3]dioxolan-4-yl)oxy]propylamine hydrochloride Cl.CNCCC(OC1=CC=CC=2OCOC21)C2=CC=CC=C2